ClC=1C(=C(C=CC1)C1(CN(C1)C(=O)OC(C)(C)C)NC1=CC=C2C=CN(C(C2=C1)=O)COCC[Si](C)(C)C)C tert-butyl 3-(3-chloro-2-methylphenyl)-3-((1-oxo-2-((2-(trimethylsilyl)ethoxy)methyl)-1,2-dihydroisoquinolin-7-yl)amino)azetidine-1-carboxylate